C(CCCCC)C(C(=O)OCCCCCCCCN(CCNC(OCCN(C)C)=O)CCCCCCCC(=O)OC(CCCCCCCC)CCCCCCCC)CCCCCCCC heptadecan-9-yl 10-(8-((2-hexyldecanoyl) oxy) octyl)-2-methyl-6-oxo-5-oxa-2,7,10-triazaoctadecan-18-oate